CC1=CC=C(C=C1)S(=O)(=O)OCCOCCOC1=CC(=CC=C1)Br 2-(2-(3-Bromophenoxy)ethoxy)ethyl 4-methylbenzenesulfonate